Cl.C(C1=CC=CC=C1)(C1=CC=CC=C1)(C1=CC=CC=C1)N1CC(C(CC1)C)NC racemic-1-trityl-N,4-dimethylpiperidin-3-amine hydrochloride